C=1N=CC=2C1C=CSC2 6,2-benzothiazole